C1(=CC=CC=C1)C/C=C/B(O)O trans-3-phenyl-1-propen-1-ylboronic acid